Cl.ClC(N1CCC(CC1)C(=O)OCC)C1=CC2=CC=C(C=C2CC1)OCC=1C=C2C(=NN(C2=CC1)C(C)C)Cl ethyl 1-[chloro-6-(3-chloro-1-isopropyl-1H-indazol-5-ylmethoxy)-3,4-dihydro-naphthalen-2-ylmethyl]-piperidine-4-carboxylate hydrochloride